P(=O)(OCC)(OCC)OCCCCOP(=O)(OCC)OCC Tetraethyl butane-1,4-diyl bisphosphate